C1=CC=C(C=C1)C=C([N+](=O)[O-])Br bromonitrostyrene